CN(C)CCC1=CC=CC=C1 N,N-dimethyl-2-phenylethylamine